COC(=O)C1=NC=C(C=C1)C=1OC2=NC=C(C=C2N1)O 5-{6-hydroxy-[1,3]oxazolo[5,4-b]pyridin-2-yl}pyridine-2-carboxylic acid methyl ester